3,3-dimethyl-2-(p-methoxy-phenyl)oxetane CC1(C(OC1)C1=CC=C(C=C1)OC)C